4-phenyl-(4S)-2-oxazolidinone C1(=CC=CC=C1)[C@@H]1NC(OC1)=O